COC(\C(=C\OC)\C1=C(C=CC=C1)OC1=NC=NC(=C1)OC1=C(C=CC=C1)F)=O (E)-2-{2-[6-(2-fluorophenoxy)pyrimidin-4-yloxy]phenyl}-3-methoxyacrylic acid methyl ester